2-[4-[4-amino-6-chloro-7-fluoro-3-(1H-pyrazol-4-yl)indol-1-yl]triazol-1-yl]ethanol NC1=C2C(=CN(C2=C(C(=C1)Cl)F)C=1N=NN(C1)CCO)C=1C=NNC1